2-benzyl-2-dimethylamino-1-[4-(morpholinyl)phenyl]-1-butanone C(C1=CC=CC=C1)C(C(=O)C1=CC=C(C=C1)N1CCOCC1)(CC)N(C)C